C(CCCCC(C)C)C(C(=O)[O-])S.C(CCCCC(C)C)C(C(=O)[O-])S.C[Sn+2]C dimethyltin bis(isooctyl-thioglycolate) salt